8-{[(3S)-3-(1H-Benzimidazol-2-yl)-1-pyrrolidinyl]sulfonyl}quinoline N1C(=NC2=C1C=CC=C2)[C@@H]2CN(CC2)S(=O)(=O)C=2C=CC=C1C=CC=NC21